N(=C=S)CCOCCOCCOCCNP(OCC)(OCC)=O Diethyl 11-isothiocyanato-3,6,9-trioxaundecan-1-ylphosphoramidate